5-METHOXYISOPHTHALALDEHYDE COC=1C=C(C=C(C=O)C1)C=O